(2R,5'S)-5-cyano-7-fluoro-3-oxo-3,4-dihydrospiro[benzo[b][1,4]oxazine-2,3'-pyrrolidine]-5'-carboxamide C(#N)C1=CC(=CC=2O[C@]3(CN[C@@H](C3)C(=O)N)C(NC21)=O)F